CC=1C=C(C=CC1)SC1=C(C(=O)O)C=CN=C1 3-[(3-methylphenyl)sulfanyl]isonicotinic acid